N-(5-((1-cyclopropyl-1H-pyrazol-4-yl)ethynyl)-4-(9-methyl-3,9-diazaspiro[5.5]undec-3-yl)pyridin-2-yl)-2-(1-(cyclopropylsulfonyl)-1H-pyrazol-4-yl)pyrimidin-4-amine C1(CC1)N1N=CC(=C1)C#CC=1C(=CC(=NC1)NC1=NC(=NC=C1)C=1C=NN(C1)S(=O)(=O)C1CC1)N1CCC2(CC1)CCN(CC2)C